monocarbonylpyridone C(=O)=C1C(N=CC=C1)=O